(S)-1-(4-(bicyclo[2.2.2]oct-1-ylmethoxy)phenyl)2,2-dimethylpropan-1-amine C12(CCC(CC1)CC2)COC2=CC=C(C=C2)[C@H](C(C)(C)C)N